4-(3-(3-fluoro-4-methylphenyl)pyrazolo[1,5-a]pyrimidin-5-yl)piperazine-1-carboxylic acid isopropyl ester C(C)(C)OC(=O)N1CCN(CC1)C1=NC=2N(C=C1)N=CC2C2=CC(=C(C=C2)C)F